L-phenylglycyl-glycine N[C@@H](C1=CC=CC=C1)C(=O)NCC(=O)O